N,N'-(3-Fluoro-2'-hydroxy-3''-isopropoxy-[1,1':3',1''-terphenyl]-4,4''-diyl)diacetamide FC=1C=C(C=CC1NC(C)=O)C1=C(C(=CC=C1)C1=CC(=C(C=C1)NC(C)=O)OC(C)C)O